Cl.FC(C=1C=C(C=C(C1)C(F)(F)F)N(C(=O)N(C)[C@H]1[C@@H](CNCC1)C1=CC=C(C=C1)F)C)(F)F |o1:18,19| 1-[3,5-bis(trifluoromethyl)phenyl]-3-[(3R*,4R*)-3-(4-fluorophenyl)piperidin-4-yl]-1,3-dimethylurea monohydrochloride